N-(5-((1S,4S)-2-oxa-5-azabicyclo[2.2.1]heptan-5-yl)-2-fluoropyridin-3-yl)-6-((R)-3-phenylisoxazolidin-2-yl)pyrimidin-4-amine [C@@H]12OC[C@@H](N(C1)C=1C=C(C(=NC1)F)NC1=NC=NC(=C1)N1OCC[C@@H]1C1=CC=CC=C1)C2